FC(N1N=CC(=C1)[C@]1(C[C@H](C=2C=NC=3N(C21)N=C(C3)F)C(=O)NC=3C=NC(=C(C3)C(F)(F)F)C3=NC=CC=N3)C)F cis-8-(1-(difluoromethyl)-1H-pyrazol-4-yl)-2-fluoro-8-methyl-N-(6-(pyrimidin-2-yl)-5-(trifluoromethyl)pyridin-3-yl)-7,8-dihydro-6H-cyclopenta[e]pyrazolo[1,5-a]pyrimidine-6-carboxamide